BrCC(COCC1=CC=C(C=C1)OC)(C)C 1-[(3-bromo-2,2-dimethylpropoxy)methyl]-4-methoxybenzene